CC=1C2=C(NC(C1C(\C=C\C1=CC=C(C=C1)C(F)(F)F)=O)=O)SC=C2 (E)-4-methyl-5-(3-(4-(trifluoromethyl)phenyl)acryloyl)thieno[2,3-b]pyridin-6(7H)-one